3-amino-2,3-dihydrobenzo[b]thiophene 1,1-dioxide NC1C2=C(S(C1)(=O)=O)C=CC=C2